C(#N)C=1C=NN2C1C(=CC(=C2)C=2C=NN(C2C)C2CCN(CC2)C2CN(C2)C(=O)OC(C)(C)C)OC tert-butyl 3-[4-(4-[3-cyano-4-methoxypyrazolo[1,5-a]pyridine-6-yl]-5-methylpyrazol-1-yl) piperidin-1-yl]azetidine-1-carboxylate